tri-Ethylphosphat C(C)OP(=O)(OCC)OCC